(S)-5-benzyl-N-(7-((1-hydroxycyclobutyl)ethynyl)-5-methyl-4-oxo-2,3,4,5-tetrahydrobenzo[b][1,4]oxazepin-3-yl)-1H-1,2,4-triazole-3-carboxamide C(C1=CC=CC=C1)C1=NC(=NN1)C(=O)N[C@@H]1C(N(C2=C(OC1)C=CC(=C2)C#CC2(CCC2)O)C)=O